rac-trans-2-fluoro-5-(4-fluorophenyl)-8-hydroxy-7-(trifluoromethyl)-3-(3,3,3-trifluoropropyl)-2,3,4,5-tetrahydrobenzo[b][1,4]thiazepine 1,1-dioxide F[C@H]1[C@@H](CN(C2=C(S1(=O)=O)C=C(C(=C2)C(F)(F)F)O)C2=CC=C(C=C2)F)CCC(F)(F)F |r|